4-(4,6-bis(3,4-dimethoxystyryl)pyrimidine-2-oxy)butylguanidinium trifluoroacetate FC(C(=O)[O-])(F)F.COC=1C=C(C=CC2=NC(=NC(=C2)C=CC2=CC(=C(C=C2)OC)OC)OCCCCNC(=[NH2+])N)C=CC1OC